(7Z)-11-chloro-1,1-diheptyloxy-7-undecene ClCCC\C=C/CCCCCC(OCCCCCCC)OCCCCCCC